methyl 2-((2-chloro-5-nitropyrimidin-4-yl) amino)-4,5,6,7-tetrahydrobenzo[b]thiophene-3-carboxylate ClC1=NC=C(C(=N1)NC1=C(C2=C(S1)CCCC2)C(=O)OC)[N+](=O)[O-]